ClC12C(C=C(C(=C1)Cl)Cl)(Cl)O2 1,2,4,5-tetrachlorobenzene oxide